CC(=CCOC=1C=C(C=CC1OCC=C(C)C)/C=C/C(=O)C1=C(C=C(C=C1OCC=C(C)C)OC=C(C)C)O)C (E)-3-[3,4-Bis(3-methylbut-2-enoxy)phenyl]-1-[2-hydroxy-6-(3-methylbut-2-enoxy)-4-(2-methylprop-1-enoxy)phenyl]prop-2-en-1-one